FC([C@@](N)(C1=CC=C(C=C1)C(F)(F)F)C1=CC=C(C=C1)OC)(F)F (R)-2,2,2-trifluoro-1-(4-methoxyphenyl)-1-(4-(trifluoromethyl)phenyl)ethan-1-amine